2-fluoro-4-(1-(2-fluoro-4-((S)-3-chloropyrrolidine-1-yl)phenyl)-3-((R)-3-(methylamino)piperidine-1-carbonyl)-1H-pyrazole-5-yl)benzonitrile FC1=C(C#N)C=CC(=C1)C1=CC(=NN1C1=C(C=C(C=C1)N1C[C@H](CC1)Cl)F)C(=O)N1C[C@@H](CCC1)NC